C(C1=CC=CC=C1)N1CC2=CC=CC=C2CC1CC1=CC=CC=C1 2,3-dibenzyl-3,4-dihydroisoquinoline